C1(=CC=CC=C1)S(=O)(=O)OC=1C=C(C=CC1)NC(=O)NC1=CC=C(C=C1)OS(=O)(=O)C1=CC=C(C)C=C1 N-[3-(phenylsulfonyloxy)phenyl]-N'-[4-(p-toluenesulfonyloxy)phenyl]urea